C(C1=CC=CC=C1)OC1=CC=C(C=C1)C[C@@H](C(=O)OC)NC(CC1CCN(CC1)C(\C=C\C1=CC(=C(C=C1)Cl)Cl)=O)=O Methyl (S,E)-3-(4-(benzyloxy)phenyl)-2-(2-(1-(3-(3,4-dichlorophenyl)acryloyl)piperidin-4-yl)acetamido)propanoate